4-phenyl-6-(3-(4,4,5,5-tetramethyl-1,3,2-dioxaborolan-2-yl)phenyl)-1,3,5-triazine C1(=CC=CC=C1)C1=NC=NC(=N1)C1=CC(=CC=C1)B1OC(C(O1)(C)C)(C)C